O=CS(=O)(=O)[O-] keto-mesylate